C(C1=CC=CC=C1)N1CCN(CC1)C(=O)C1CCN(CC1)C1=NC(=NO1)C1=CC=CC=C1 (4-benzylpiperazin-1-yl)(1-(3-phenyl-1,2,4-oxadiazol-5-yl)piperidin-4-yl)methanone